tert-butyl (4S)-4-[3-[(6-sulfamoyl-2-pyridyl)amino]propyl]-2,2-bis(trideuteriomethyl)pyrrolidine-1-carboxylate S(N)(=O)(=O)C1=CC=CC(=N1)NCCC[C@H]1CC(N(C1)C(=O)OC(C)(C)C)(C([2H])([2H])[2H])C([2H])([2H])[2H]